CN1CCN(CC1)CCCN2C3=CC=CC=C3SC4=CC=CC=C42 The molecule is a phenothiazine derivative in which 10H-phenothiazinecarries a 3-(4-methylpiperazin-1-yl)propyl substituent at the N-10 position. It has a role as a phenothiazine antipsychotic drug and a dopaminergic antagonist. It is a N-alkylpiperazine, a N-methylpiperazine and a member of phenothiazines. It derives from a hydride of a 10H-phenothiazine.